(R)-(1,1-difluoro-5-phenylpent-1-en-3-yl)(4-methoxyphenyl)sulfonamide FC(=C[C@@H](CCC1=CC=CC=C1)NS(=O)(=O)C1=CC=C(C=C1)OC)F